3-(hydroxymethyl)benzoic acid OCC=1C=C(C(=O)O)C=CC1